C1(=CC=C(C=C1)N(C1=CC=C(C=C1)C)C1=CC=C(C=C1)C=CC1=CC=C(C=C1)C=CC1=CC=C(C=C1)N(C1=CC=C(C=C1)C)C1=CC=C(C=C1)C)C 1,4-bis(2-(4-(N,N-di(p-tolyl)amino)phenyl)vinyl)benzene